FC=1C=C2C(C(=CN(C2=CC1N1[C@H](CCC1)COC1=NC=CC=C1)C1(CC1)C)C(=O)O)=O (R)-6-fluoro-1-(1-methylcyclopropyl)-4-oxo-7-(2-((pyridin-2-yloxy)methyl)pyrrolidin-1-yl)-1,4-dihydroquinoline-3-carboxylic acid